CC(C)(C(C)C)[O-] 2,3-dimethylbutan-2-olate